CN1N=CC2=CC=CC(=C12)NS(=O)(=O)C=1C=NC(=CC1)C=1C=NN(C1)C1COC1 N-(1-METHYL-1H-INDAZOL-7-YL)-6-(1-(OXETAN-3-YL)-1H-PYRAZOL-4-YL)PYRIDINE-3-SULFONAMIDE